C(=O)[O-].BrC1=C(C(=C(C(=C1OC)OC)O)C)CCCCCCCCCC[P+](C1=CC=CC=C1)(C1=CC=CC=C1)C1=CC=CC=C1 (10-(2-bromo-5-hydroxy-3,4-dimethoxy-6-methylphenyl)decyl)triphenyl-phosphonium formate